2-(4-bromo-2-methoxy-phenyl)-2-methyl-propionic acid methyl ester COC(C(C)(C)C1=C(C=C(C=C1)Br)OC)=O